ClC1=C(C=CC(=N1)C(=O)NC([2H])([2H])[2H])N1CCN(CC1)CC=1C=C2NC(C(=NC2=CC1)C(F)(F)F)=O 6-chloro-N-(methyl-d3)-5-(4-((2-(trifluoromethyl)-3-oxo-4H-quinoxalin-6-yl)methyl)piperazin-1-yl)pyridine-2-carboxamide